COP(=O)([O-])[O-].C(C)N1C=[N+](C=C1)C.C(C)N1C=[N+](C=C1)C 1-ethyl-3-methylimidazolium methyl-phosphate salt